1-(oxetan-3-yl)-4-(4,4,5,5-tetramethyl-1,3,2-dioxaborolan-2-yl)-1H-pyrazole O1CC(C1)N1N=CC(=C1)B1OC(C(O1)(C)C)(C)C